OC1=CC=2C(C3=CC(=CC=C3C2C=C1)O)=O 2,7-Dihydroxy-9H-Fluoren-9-on